3-methyl-2-(1-methyl-4-piperidyl)-6-[(5S)-5-methyl-2-piperidyl]indazole CC=1N(N=C2C=C(C=CC12)C1NC[C@H](CC1)C)C1CCN(CC1)C